dichloroethyl-gallium ClC(C[Ga])Cl